ClC1=C(C=CC=C1Cl)C=1C(=CC=C2C(=C(C=NC12)NC(OCCCC)=O)N(C)C)F butyl (8-(2,3-dichlorophenyl)-4-(dimethylamino)7-fluoroquinolin-3-yl)carbamate